5-methoxy-6-(3-(3-methyl-2-oxoImidazolin-1-yl)piperidin-1-yl)nicotinamide COC=1C(=NC=C(C(=O)N)C1)N1CC(CCC1)N1C(N(CC1)C)=O